(3R)-8-fluoro-7-nitro-4-oxo-3,5-dihydro-2H-1,5-benzothiazepine FC1=CC2=C(NC(CCS2)=O)C=C1[N+](=O)[O-]